O[C@H]1C[C@@H](O[C@@H]1CO)N1C(NC(C(=C1)C)=O)=O 1-[(2R,4S,5R)-4-hydroxy-5-(hydroxymethyl)oxolan-2-yl]-5-methyl-1,2,3,4-tetrahydropyrimidine-2,4-dione